BrC=1C=CC=2N(C3=CC=C(C=C3C2C1)Br)C1=CC(=CC(=C1)C(F)(F)F)C(F)(F)F 3,6-dibromo-9-(3,5-ditrifluoromethylphenyl)carbazole